C(C)(C)(C)OC(=O)N1CC2=C(CCC1)N=C(C=C2)NC2=C1C(N(CC1=C(C=C2)Cl)C(=O)OC(C)(C)C)=O 2-((2-(Tert-Butoxycarbonyl)-7-chloro-3-oxoisoindolin-4-yl)amino)-5,7,8,9-tetrahydro-6H-pyrido[3,2-C]azepin-6-carboxylic acid tert-butyl ester